C(#C)C=1C=CC2=C(C(=N[C@@H](C=3N2C=NC3C(=O)NC)C)C3=C(C=CC=C3)F)C1 (R)-8-ethynyl-6-(2-fluorophenyl)-N,4-dimethyl-4H-benzo[f]imidazo[1,5-a][1,4]diazepin-3-carboxamide